N-[4-(3-Oxazol-5-ylmethyl-ureido)-phenyl]-benzenesulfonamide O1C=NC=C1CNC(NC1=CC=C(C=C1)NS(=O)(=O)C1=CC=CC=C1)=O